racemic-((5R,9S)-2-Methyl-3-phenyl-4,5,6,7,8,9-hexahydro-2H-5,9-epiminocycloocta[c]pyrazol-10-yl)(quinolin-6-yl)methanone CN1N=C2C(=C1C1=CC=CC=C1)C[C@H]1CCC[C@@H]2N1C(=O)C=1C=C2C=CC=NC2=CC1 |r|